N,N'-(2-methyl-1,5-pentanediyl)-bisaspartate CC(CN[C@@H](CC(=O)[O-])C(=O)[O-])CCCN[C@@H](CC(=O)[O-])C(=O)[O-]